(S)-2-Ethyl-6-(6-morpholino-1H-imidazo[4,5-c]pyridin-2-yl)-7-((1-(pyridin-2-yl)ethyl)amino)-2,4-dihydro-5H-pyrazolo[4,3-b]pyridin-5-one C(C)N1N=C2C(NC(C(=C2N[C@@H](C)C2=NC=CC=C2)C=2NC3=C(C=NC(=C3)N3CCOCC3)N2)=O)=C1